NCC=1C=C(C=CC1)C1CCN(CC1)C(\C=C\C1=CC(=C(C=C1)C(C)(C)O)O)=O (E)-1-(4-(3-(aminomethyl)phenyl)piperidin-1-yl)-3-(3-hydroxy-4-(2-hydroxypropan-2-yl)phenyl)prop-2-en-1-one